2-(azetidin-1-yl)propanoic acid N1(CCC1)C(C(=O)O)C